{4-amino-2-[(pyridin-3-yl)amino]-1,3-thiazol-5-yl}(phenyl)methanone NC=1N=C(SC1C(=O)C1=CC=CC=C1)NC=1C=NC=CC1